6-{(2R)-1-[(4-fluorophenyl)amino]-1-oxopropan-2-yl}-N-(propan-2-yl)-3,4-dihydro-1,5-naphthyridine-1(2H)-carboxamide FC1=CC=C(C=C1)NC([C@H](C)C=1N=C2CCCN(C2=CC1)C(=O)NC(C)C)=O